4-chloro-2-((1s,4S)-4-((4-fluorophenyl)((1-methylpyrrolidin-3-yl)methyl)amino)cyclohexyl)-5-((((R)-tetrahydro-2H-pyran-3-yl)methyl)amino)pyridazin-3(2H)-one ClC=1C(N(N=CC1NC[C@@H]1COCCC1)C1CCC(CC1)N(CC1CN(CC1)C)C1=CC=C(C=C1)F)=O